NC1=CC=C2C[C@H](NCC2=C1)C(=O)O (S)-7-amino-1,2,3,4-tetrahydroisoquinoline-3-carboxylic acid